FC=1C=C(C(=NC1C1=C(C=CC=C1OC)F)NC=1C(=NC=CC1C)C(C)C)\C(=C(\C(=O)OCC)/S(=O)(=O)C)\O ethyl (E)-3-(5-fluoro-6-(2-fluoro-6-methoxyphenyl)-2-((2-isopropyl-4-methylpyridin-3-yl)amino)pyridin-3-yl)-3-hydroxy-2-(methylsulfonyl)acrylate